(2S,4S)-1-tert-butyl 2-methyl 4-(((benzyloxy)carbonyl)amino)-5-oxo-pyrrolidine-1,2-dicarboxylate C(C1=CC=CC=C1)OC(=O)N[C@H]1C[C@H](N(C1=O)C(=O)OC(C)(C)C)C(=O)OC